1-(TERT-BUTYLDIMETHYLSILYL)-4-CHLORO-PYRROL-3-YLBORONIC ACID [Si](C)(C)(C(C)(C)C)N1C=C(C(=C1)Cl)B(O)O